7-(1-(3-(6-(Benzyloxy)pyridin-3-yl)-4,4-difluoropiperidin-1-yl)-2,2,2-trifluoroethyl)-3-chloro-1,6-naphthyridine C(C1=CC=CC=C1)OC1=CC=C(C=N1)C1CN(CCC1(F)F)C(C(F)(F)F)C1=NC=C2C=C(C=NC2=C1)Cl